2-{4-[5-chloro-2-(5,6-dihydro-1,4,2-dioxazin-3-yl)phenyl]-5-methoxy-2-oxopyridin-1(2H)-yl}-4-methoxybutyric acid ClC=1C=CC(=C(C1)C1=CC(N(C=C1OC)C(C(=O)O)CCOC)=O)C1=NOCCO1